ClC1=C2C(=NC=C1OC=1C=NN3C1C=NC=C3)N=C(N2C)NC=2C(N(C=C(C2)C2CC2)CCCN2CC(CCC2)(F)F)=O 3-((7-chloro-1-methyl-6-(pyrazolo[1,5-a]pyrazin-3-yloxy)-1H-imidazo[4,5-b]pyridin-2-yl)amino)-5-cyclopropyl-1-(3-(3,3-difluoropiperidin-1-yl)propyl)pyridin-2(1H)-one